CN1N=CC2=CC(=C(C=C12)C)B(O)O 1,6-DIMETHYL-1H-INDAZOLE-5-BORONIC ACID